7-iodo-1,1,2,3-tetramethyl-1H-benzo[e]Indole IC1=CC2=C(C=3C(C(N(C3C=C2)C)C)(C)C)C=C1